FC1CC(C1)(C1=CC(=CC=C1)[N+](=O)[O-])CC1=NN=CN1C 3-((3-fluoro-1-(3-nitrophenyl)cyclobutyl)methyl)-4-methyl-4H-1,2,4-triazole